3-bromo-5-cyano-(1-hydroxyethyl)benzoic acid BrC=1C(=C(C(=O)O)C=C(C1)C#N)C(C)O